BrC1=CC=C(C=C1)C1(CCOCC1)C(=O)N 4-(4-bromophenyl)tetrahydro-2H-pyran-4-carboxamide